7-Hydroxy-5-phenethyl-4H-chromen-4-one OC1=CC(=C2C(C=COC2=C1)=O)CCC1=CC=CC=C1